(3-hydroxypropyl)ammonium fluoride [F-].OCCC[NH3+]